FC1=CC=C(C=C1)C=1NC=2C(=NC(=CC2)C(F)(F)F)N1 2-(4-Fluorophenyl)-5-(trifluoromethyl)imidazo[4,5-b]pyridin